methyl 3-cyanobicyclo[1.1.1]pentane-1-carboxylate C(#N)C12CC(C1)(C2)C(=O)OC